bromo-8'-chloro-2'H-spiro[cyclobutane-1,3'-imidazo[1,5-a]pyridine]-1',5'-dione BrN1C2(N3C(=C(C=CC3=O)Cl)C1=O)CCC2